(R)-N-(1-(2-(1-(4-(2,6-DIOXOPIPERIDIN-3-YL)PHENYL)PIPERIDIN-4-YL)ETHYL)PIPERIDIN-4-YL)-1-(6-(2-HYDROXYPHENYL)PYRIDAZIN-4-YL)-4-METHOXY-N-METHYLPIPERIDINE-4-CARBOXAMIDE O=C1NC(CC[C@@H]1C1=CC=C(C=C1)N1CCC(CC1)CCN1CCC(CC1)N(C(=O)C1(CCN(CC1)C1=CN=NC(=C1)C1=C(C=CC=C1)O)OC)C)=O